FC(C1=NN(C(=C1)C(F)F)C1=NC(=CC=C1[C@@H](C)O)N1C=NC2=C1C=CC(=C2)NC=2N=NC(=CC2)C)F (1R)-1-[2-[3,5-bis(difluoromethyl)pyrazol-1-yl]-6-[5-[(6-methylpyridazin-3-yl)amino]benzimidazol-1-yl]-3-pyridyl]ethanol